(S)-1-(1-((3-Chloro-2-methoxypyridin-4-yl)oxy)-8-((1,1,1-trifluoropropan-2-yl)oxy)isoquinolin-6-yl)-4-ethyl-3-(hydroxymethyl)-1H-1,2,4-triazol-5(4H)-one ClC=1C(=NC=CC1OC1=NC=CC2=CC(=CC(=C12)O[C@H](C(F)(F)F)C)N1N=C(N(C1=O)CC)CO)OC